C(C)S(=O)(=O)N1CCN2C3=CC=C(C4=NNC5=CN=C(C=6C(=CC=CC6OCC6CCNCC2(C1)CC6)F)C=C45)C=C3 9-(ethanesulfonyl)-23-fluoro-18-oxa-6,9,13,26,29,30-hexaazaheptacyclo[23.5.2.22,5.211,16.06,11.019,24.028,31]hexatriaconta-1(30),2,4,19(24),20,22,25,27,31,35-decaene